N[C@@H]1C2=CC=CC=C2CC12CCN(CC2)C2=C(N=C1C(=N2)NN=C1)CO (S)-(6-(1-amino-1,3-dihydrospiro[indene-2,4'-piperidine]-1'-yl)-1H-pyrazolo[3,4-b]pyrazin-5-yl)methanol